C(C)OC(C(OCC(=O)OCC)C)=O methyldiglycolic acid diethyl ester